CC1=NN(C(=C1)C)CC=1C(=NOC1C)C(=O)NC1=C(C=CC=C1)OC1=CC=C(C=C1)F 4-[(3,5-dimethyl-pyrazol-1-yl)methyl]-N-[2-(4-fluorophenoxy)-phenyl]-5-methyl-1,2-oxazole-3-carboxamide